NC1=CC(=C(C=C1)CCN1[C@H](OCC1=O)C1=CN(C=C1C1=CC=C(C=C1)F)C1=CC=C(C=C1)Br)F (2R)-3-(4-amino-2-fluorophenylethyl)-2-(1-(4-bromophenyl)-4-(4-fluorophenyl)-1H-pyrrol-3-yl)oxazolidin-4-one